FC1=C(C=CC=C1)C=1OC2=C(C=C(C=C2C(C1C)=O)C)[C@@H](C)NC(OC(C)(C)C)=O tert-butyl N-[(1R)-1-[2-(2-fluorophenyl)-3,6-dimethyl-4-oxo-chromen-8-yl]ethyl]carbamate